[C@@H]12CN(C[C@H]2C1)C1=C(C=C(CN2N=CC3=C(C=CC(=C23)C(=O)NC2CC3(CCC3)C2)Cl)C=C1)F (Sa)-6-(1-(4-((1R,5S)-3-Azabicyclo[3.1.0]hexan-3-yl)-3-fluorobenzyl)-4-chloro-1H-indazol-7-carboxamido)spiro[3.3]heptan